7-bromo-4-isopropyl-2-methyl-3,4-dihydro-2H-benzo[b][1,4]oxazine BrC=1C=CC2=C(OC(CN2C(C)C)C)C1